lauric acid butyrate C(CCC)(=O)O.C(CCCCCCCCCCC)(=O)O